FC(CCOC(F)(F)F)(F)F trifluoromethyl trifluoropropyl ether